N1(CCC(CC1)C(=O)OCC)C1CCN(CC1)C(=O)OC(C)(C)C tert-butyl 4-ethyl [1,4'-bipiperidine]-1',4-dicarboxylate